C(C)OC(=O)C=1C(=NOC1C1=NC=C(C=C1)Br)C 5-(5-Bromo-pyridin-2-yl)-3-methylisoxazole-4-carboxylic acid ethyl ester